C1(CCCCC1)C(C(=O)NC1CCCCC1)N1C(=NC2=C1C=C(C=C2)C)C2=C(C=C(C=C2)OC)OC 2,N-dicyclohexyl-2-[2-(2,4-dimethoxy-phenyl)-6-methyl-benzoimidazol-1-yl]-acetamide